(3S)-5,6-dichloro-1'-[3-hydroxy-3-(hydroxymethyl)cyclobutanecarbonyl]-1H-spiro[indole-3,3'-pyrrolidin]-2-one ClC=1C=C2C(=CC1Cl)NC([C@]21CN(CC1)C(=O)C1CC(C1)(CO)O)=O